4-chloro-2-(piperidin-4-yl)-1H-pyrrolo[2,3-b]pyridine ClC1=C2C(=NC=C1)NC(=C2)C2CCNCC2